OC1CN(C1)C1=C(C(=NC=N1)NC1=NNC2=CC(=CC=C12)[C@@H]1C[C@@]12C(NC1=CC=C(C=C21)OC)=O)OC (1R,2S)-2-[3-[[6-(3-hydroxyazetidin-1-yl)-5-methoxy-pyrimidin-4-yl]amino]-1H-indazol-6-yl]-5'-methoxy-spiro[cyclopropane-1,3'-indoline]-2'-one